N1=CC(=CC=C1)CN 1-(pyridin-3-yl)methanamine